NC1=NC=CC2=C1C(=NN2[C@@H]2CN(CC2)C(C=C)=O)C#CC2=CC1=C(N(C=N1)C)C(=C2Cl)F 1-[(3S)-3-{4-Amino-3-[2-(6-chloro-7-fluoro-1-methyl-1,3-benzodiazol-5-yl)ethynyl]pyrazolo[4,3-c]pyridin-1-yl}pyrrolidin-1-yl]prop-2-en-1-one